C(CCC)[Nb](CCCC)(CCCC)CCCC tetrabutyl-niobium